2-octyldodecyl lauroyl glutamate N[C@@H](CCC(=O)OC(CCCCCCCCCCC)=O)C(=O)OCC(CCCCCCCCCC)CCCCCCCC